N-(2-chloro-6-methylphenyl)-2-[[6-[4-(2-hydroxyethyl)-1-piperazinyl]-2-methyl-4-pyrimidinyl]amino]-5-thiazolecarboxamide monohydrate O.ClC1=C(C(=CC=C1)C)NC(=O)C1=CN=C(S1)NC1=NC(=NC(=C1)N1CCN(CC1)CCO)C